CC=1N=CNC=2C1N=CC2 4-methylpyrrolopyrimidine